6-(1-((6-bromo-2-(2,6-dioxopiperidin-3-yl)-1,3-dioxoisoindolin-5-yl)methyl)piperidine-4-yl)-2-(4-phenoxyphenyl)nicotinamide BrC1=C(C=C2C(N(C(C2=C1)=O)C1C(NC(CC1)=O)=O)=O)CN1CCC(CC1)C1=NC(=C(C(=O)N)C=C1)C1=CC=C(C=C1)OC1=CC=CC=C1